6-(chloromethyl)-2-methyl-1,2,3,4-tetrahydroisoquinolin-1-one ClCC=1C=C2CCN(C(C2=CC1)=O)C